C(CC)N1N=CC(=C1)S(=O)(=O)Cl 1-propyl-1H-pyrazole-4-sulfonyl chloride